OCC1=C2C(=NC(=C1)C(=O)N)C(CC2)(C)C 4-(hydroxymethyl)-7,7-dimethyl-6,7-dihydro-5H-cyclopenta[b]pyridine-2-carboxamide